C(N)(=O)C1=CC2=C(N3C(S2)=NC(=C3)C3=C(C=C(C=C3)C3CN(CC3)C(=O)OC(C)(C)C)F)C=C1OC tert-butyl 3-(4-(7-carbamoyl-6-methoxybenzo[d]imidazo[2,1-b]thiazol-2-yl)-3-fluorophenyl)pyrrolidine-1-carboxylate